CC(C(=O)OCC(COC(C(C)C)=O)(CBr)CBr)C 2,2-bis(bromomethyl)propane-1,3-diyl di(2-methylpropanoate)